N-[(2S,3R)-4,4-difluoro-1-(2-methylpropanoyl)-2-{[3-(6-methylpyridin-2-yl)phenyl]methyl}pyrrolidin-3-yl]ethanesulfonamide FC1([C@@H]([C@@H](N(C1)C(C(C)C)=O)CC1=CC(=CC=C1)C1=NC(=CC=C1)C)NS(=O)(=O)CC)F